N-(2-((6-aminopyridin-3-yl)methyl)-4-sulfamoyl-2H-indazol-6-yl)-2-(2-chlorophenyl)acetamide NC1=CC=C(C=N1)CN1N=C2C=C(C=C(C2=C1)S(N)(=O)=O)NC(CC1=C(C=CC=C1)Cl)=O